dodecyl-methyleneterephthalamide C(CCCCCCCCCCC)C1=C(C(=O)N=C)C=CC(=C1)C(=O)N